2-amino-3-(2,3-dihydro-1H-inden-5-yl)propionitrile NC(C#N)CC=1C=C2CCCC2=CC1